(S)-tert-butyl 4-(methyl (1-methyl-1H-indazol-6-yl) carbamoyl)-2-oxoimidazolidine-1-carboxylate CN(C(=O)[C@H]1NC(N(C1)C(=O)OC(C)(C)C)=O)C1=CC=C2C=NN(C2=C1)C